FC1(CN(CC2=CC=CC(=C12)C=C1CCN(CC1)C1=C(C=C(C=C1)[N+](=O)[O-])F)C(=O)OCC1=CC=CC=C1)F benzyl 4,4-difluoro-5-[[1-(2-fluoro-4-nitro-phenyl)-4-piperidylidene]methyl]-1,3-dihydroisoquinoline-2-carboxylate